tert-butyl 2-[(4-bromo-3-chlorophenyl)methyl]-1,4-oxazepane-4-carboxylate BrC1=C(C=C(C=C1)CC1OCCCN(C1)C(=O)OC(C)(C)C)Cl